C(C)OP(=O)C P-methyl-phosphinic acid ethyl ester